FC1=CC(=C(C=C1)C(C)C1=NN(C=2CN(CCC21)C(=O)OC(C)(C)C)C2OCCCC2)C(F)(F)F Tert-Butyl 3-[1-[4-fluoro-2-(trifluoromethyl)phenyl]ethyl]-1-(oxan-2-yl)-1H,4H,5H,6H,7H-pyrazolo[3,4-c]pyridine-6-carboxylate